tert-Butyl (4S)-4-[3-[6-[(6-tert-butyl-2-chloro-pyridine-3-carbonyl)sulfamoyl]indol-1-yl]propyl]-2,2-dimethyl-pyrrolidine-1-carboxylate C(C)(C)(C)C1=CC=C(C(=N1)Cl)C(=O)NS(=O)(=O)C1=CC=C2C=CN(C2=C1)CCC[C@H]1CC(N(C1)C(=O)OC(C)(C)C)(C)C